3-[2-({4-azaspiro[2.5]octan-6-yl}amino)-5-(trifluoromethyl)pyrimidin-4-yl]-6-methyl-1H,6H,7H-pyrrolo[2,3-c]pyridin-7-one C1CC12NCC(CC2)NC2=NC=C(C(=N2)C2=CNC=1C(N(C=CC12)C)=O)C(F)(F)F